COC1=CC(=C2C=CC=NC2=C1)C1(CC1)NC(C1=C(C=CC(=C1)OC([2H])([2H])[C@H]1N(CC1)C)C)=O (S)-N-(1-(7-Methoxyquinolin-5-yl)cyclopropyl)-2-methyl-5-((1-methylazetidin-2-yl)methoxy-d2)benzamide